C(CCC)C=1N(C(C(N1)(C1=CC=NC=C1)CC)=O)CC1=CC(=C(C=C1)C=1C(=CC=CC1)S(=O)(=O)N(COC)C1=NOC(=C1C)C)COCC 4'-((2-butyl-4-ethyl-5-oxo-4-(pyridin-4-yl)-4,5-dihydro-1H-imidazol-1-yl)methyl)-N-(4,5-dimethylisoxazol-3-yl)-2'-(ethoxymethyl)-N-(methoxymethyl)-[1,1'-biphenyl]-2-sulfonamide